4-(3-Chloro-2-fluoro-6-methoxyphenyl)-6-cyano-N-(4-(4-hydroxybutyl)-5-oxo-4,5-dihydro-1,3,4-thiadiazol-2-yl)nicotinamide ClC=1C(=C(C(=CC1)OC)C1=CC(=NC=C1C(=O)NC=1SC(N(N1)CCCCO)=O)C#N)F